C(C)(=O)OC1(CCC(CC1)C(C)C)C 1-menthyl acetate